N-(3-chlorophenyl)-3-((dimethylamino)methyl)-4-hydroxy-4-(3-methoxyphenyl)piperidine-1-carboxamide hydrochloride Cl.ClC=1C=C(C=CC1)NC(=O)N1CC(C(CC1)(C1=CC(=CC=C1)OC)O)CN(C)C